C(#N)C=1C=CC=C2NC[C@@H](NC12)[C@@H](C1=CC=CC=C1)NCCC1=CC(=CS1)[C@H](C(=O)O)C |o1:27| (R or S)-2-(5-(2-(((R)-((R)-8-cyano-1,2,3,4-tetrahydroquinoxalin-2-yl)(phenyl)methyl)amino)ethyl)thiophen-3-yl)propanoic acid